S1C=NC2=C1C=CC(=C2)NC(=O)C2=CC1=C(NC(=N1)C1=CC=C(C=C1)N(C)C)C=C2 2-(4-dimethylamino-phenyl)-1H-benzimidazole-5-carboxylic acid benzothiazol-5-ylamide